C(C)(C)(C)C1=CC=C(C=C1)C1CC1 2-(4-tert-butylphenyl)cyclopropane